racemic-6-chloro-4-oxochromane-2-carboxylic acid ClC=1C=C2C(C[C@@H](OC2=CC1)C(=O)O)=O |r|